C1(CC1)N1C[C@H](N(CC1)CC1=C2C=CNC2=C(C=C1OC)C)C1=CC=C(C(=O)O)C=C1 (R)-4-(4-cyclopropyl-1-((5-methoxy-7-methyl-1H-indol-4-yl)methyl)piperazin-2-yl)Benzoic acid